5-benzyloxy-3-methyl-bicyclo[4.2.0]octa-1(6),2,4-trien-7-ol C(C1=CC=CC=C1)OC1=CC(=CC=2CC(C12)O)C